2-(5-(((1S,2S,3R,5S)-2-fluoro-8-azabicyclo[3.2.1]oct-6-en-3-yl)(methyl)amino)pyrazin-2-yl)-5-(2-methoxypyridin-4-yl)phenol F[C@H]1[C@@H]2C=C[C@H](C[C@H]1N(C=1N=CC(=NC1)C1=C(C=C(C=C1)C1=CC(=NC=C1)OC)O)C)N2